N-(6-amino-5-ethylpyridin-3-yl)-2-((2R,5S)-2-(3-(3-(dimethylamino)propoxy)phenyl)-5-methylpiperidin-1-yl)-2-oxoacetamide NC1=C(C=C(C=N1)NC(C(=O)N1[C@H](CC[C@@H](C1)C)C1=CC(=CC=C1)OCCCN(C)C)=O)CC